1-(4-fluorophenyl)-N,N-dimethylmethylamine FC1=CC=C(C=C1)CN(C)C